(S)-2-((2-ethyl-5-(6-(tetrahydrofuran-3-carbonyl)-2,6-diazaspiro[3.3]heptan-2-yl)pyrazolo[1,5-a]pyridin-3-yl)(methyl)amino)-4-(4-fluorophenyl)thiazole-5-carbonitrile C(C)C1=NN2C(C=C(C=C2)N2CC3(C2)CN(C3)C(=O)[C@@H]3COCC3)=C1N(C=1SC(=C(N1)C1=CC=C(C=C1)F)C#N)C